methyl (S)-4-(4-methoxybenzyl)-2-methyl-3-oxo-3,4-dihydro-2H-benzo[b][1,4]oxazine-6-carboxylate COC1=CC=C(CN2C3=C(O[C@H](C2=O)C)C=CC(=C3)C(=O)OC)C=C1